(RS)-N-(4-Pyrrolidin-3-yl-phenyl)-benzamide N1C[C@H](CC1)C1=CC=C(C=C1)NC(C1=CC=CC=C1)=O |r|